methyl 4-amino-5-[(E)-2-ethoxyethenyl]-1-(oxan-4-yl)-6-oxo-1,6-dihydropyridine-3-carboxylate NC=1C(=CN(C(C1\C=C\OCC)=O)C1CCOCC1)C(=O)OC